ethyldiethylsilane C(C)[SiH](CC)CC